2-(ethoxymethyl)-1-(2-hydroxy-2-methylpropyl)-5-phenyl-1H-imidazole-4-carboxamide C(C)OCC=1N(C(=C(N1)C(=O)N)C1=CC=CC=C1)CC(C)(C)O